BrC=1C(=NN(C1C)C)\C=C/CCCCO (Z)-6-(4-bromo-1,5-dimethyl-1H-pyrazol-3-yl)hex-5-en-1-ol